8,9-di(tetrahydrofuranyloxycarbonyl)tetracyclo[4.4.0.12,5.17,10]-3-dodecene O1C(CCC1)OC(=O)C1C2C3C4C=CC(C3C(C1C(=O)OC1OCCC1)C2)C4